hexa-azatriphenylene N1=NN=NC=2C3=NN=CC=C3C3=CC=CC=C3C12